N1,N1-diethyl-N2-(5-(4,4,5,5-tetramethyl-1,3,2-dioxaborolan-2-yl)pyrimidin-2-yl)ethan-1,2-diamine C(C)N(CCNC1=NC=C(C=N1)B1OC(C(O1)(C)C)(C)C)CC